Cl.CN1C=CC(C2=CC=CC=C12)=O 1-methyl-1,4-dihydroquinolin-4-one hydrochloride